C12(CC(C1)C2)C[C@@H](C(NNCC2C(NCC2)=O)=O)NC(=O)C2=NOC(=C2)C N-((2S)-3-(bicyclo[1.1.1]pentan-1-yl)-1-oxo-1-(2-((2-oxopyrrolidin-3-yl)methyl)hydrazineyl)propan-2-yl)-5-methylisoxazole-3-carboxamide